FC(C=1C=C(C=CC1)C=1OC=CC1)(F)F 2-[3-(trifluoromethyl)phenyl]furan